C(C)(C)C=1C(=NN(C1C=1C=C(C=2N(C1)N=CN2)C)COCC[Si](C)(C)C)C2=CC=C(C=C2)C(C)=O 1-(4-(4-isopropyl-5-(8-methyl-[1,2,4]triazolo[1,5-a]pyridin-6-yl)-1-((2-(trimethylsilyl)ethoxy)methyl)-1H-pyrazol-3-yl)phenyl)ethan-1-one